OC1=NC(=NC2=CC(=C(C=C12)C1CCN(CC1)C(=O)[O-])OC)C 4-(4-hydroxy-7-methoxy-2-methylquinazolin-6-yl)piperidine-1-carboxylate